O=C(C(=O)OCC)CCC(=O)OCC Diethyl α-Ketoglutarate